CN1C2=CC=CC=C2N(C=2C=CC=CC12)C1=C(C=CC=C1)C=1OC2=C(N1)C=CC=C2 2-(2-(10-methylphenazin-5(10H)-yl)phenyl)benzo[d]oxazole